ethyl-(1E)-1-(2-hydroxy-4-methoxyphenyl)pent-1-en-3-one C(C)/C(=C\C(CC)=O)/C1=C(C=C(C=C1)OC)O